C(C=C)(=O)N1C[C@H](C[C@@H]1COC)N1N=C(C(=C1NC)C(=O)N)C#CC1=CC=2N(C=C1)C=CN2 1-((3s,5r)-1-propenoyl-5-(methoxymethyl)pyrrolidin-3-yl)-3-(imidazo[1,2-a]pyridin-7-ylethynyl)-5-(methylamino)-1H-pyrazole-4-carboxamide